(7-((2S,5R)-2,5-diethyl-4-(1-(1-ethyl-5-(trifluoromethyl)-1H-pyrazol-4-yl)ethyl)piperazin-1-yl)-4-methyl-5-oxo-4,5-dihydro-2H-pyrazolo[4,3-b]pyridin-2-yl)acetonitrile C(C)[C@@H]1N(C[C@H](N(C1)C(C)C=1C=NN(C1C(F)(F)F)CC)CC)C=1C=2C(N(C(C1)=O)C)=CN(N2)CC#N